N-(5-chloro-6-(difluoromethoxy)pyridin-3-yl)-N'-(3-fluoro-8-(1-methoxyethyl)-2-methylimidazo[1,2-b]pyridazin-7-yl)urea ClC=1C=C(C=NC1OC(F)F)NC(=O)NC1=C(C=2N(N=C1)C(=C(N2)C)F)C(C)OC